C(C)(C)(C)C=1C=CC=2N(C3=CC=C(C=C3C2C1)C(C)(C)C)C1=CC=C(C=C1)C=1C(=NC=C2C=CC=NC12)C1=CC=CC=C1 3,6-di-tert-butyl-9-[4-(7-phenyl-[1,6]Naphthyridin-8-yl)-phenyl]-9H-carbazole